phenanthryl sulfoxide C1(=CC=CC=2C3=CC=CC=C3C=CC12)S(=O)C1=CC=CC=2C3=CC=CC=C3C=CC12